COC=1C=2N(C=C(C1)C=1C=NN(C1C)C1CCN(CC1)C(C=C)=O)N=CC2C#N 4-Methoxy-6-[5-methyl-1-(1-prop-2-enoyl-4-piperidyl)pyrazol-4-yl]pyrazolo[1,5-a]pyridine-3-carbonitrile